(S)-N-(1-methoxypropan-2-yl)-6-(trifluoromethoxy)-8-(4-(trifluoromethyl)piperidin-1-yl)quinoline-3-carboxamide COC[C@H](C)NC(=O)C=1C=NC2=C(C=C(C=C2C1)OC(F)(F)F)N1CCC(CC1)C(F)(F)F